CC1=C(N=C(N1)C1=NC=CC(=C1)C=1C=NC=C(C1)S(=O)(=O)C)C(=O)N1CC(C1)C#N 1-({5-Methyl-2-[5-(methylsulfonyl)-3,4'-bipyridin-2'-yl]-1H-imidazol-4-yl}carbonyl)azetidin-3-carbonitril